OC1=C(C=CC=C1C)C(CCCCCCCCCC)C1=C(C(=CC=C1)C)O 1,1-bis(2-hydroxy-3-methylphenyl)undecane